tert-butyl (1-((1-(3-chlorophenyl)cyclopropyl)amino)-2-methylpropan-2-yl)carbamate ClC=1C=C(C=CC1)C1(CC1)NCC(C)(C)NC(OC(C)(C)C)=O